7-chloro-2,3-dihydro-2-oxo-5-phenyl-1H-1,4-benzodiazepine-3-Carboxylic acid ClC=1C=CC2=C(C(=NC(C(N2)=O)C(=O)O)C2=CC=CC=C2)C1